C(C)(C)(C)OC(=O)N[C@H](C(=O)NCCCC(=O)OC)C(C)C Methyl (S)-4-(2-((tert-Butoxycarbonyl)amino)-3-methylbutanamido)butanoate